cuprous 2-hydroxy-3-methyl-benzoate OC1=C(C(=O)[O-])C=CC=C1C.[Cu+]